4-(3-(3-Hydroxy-3-methyl-2-oxoindolin-1-yl)benzyl)phthalazin-1(2H)-on OC1(C(N(C2=CC=CC=C12)C=1C=C(CC2=NNC(C3=CC=CC=C23)=O)C=CC1)=O)C